C(#N)CC1CCC(CC1)N1C(=NC=2C1=C1C(=NC2)NC=C1)C(=O)NCCOC 1-((1r,4r)-4-(cyanomethyl)cyclohexyl)-N-(2-methoxyethyl)-1,6-dihydroimidazo[4,5-d]pyrrolo[2,3-b]pyridine-2-carboxamide